1-(pyrimidin-2-yl)-N-((5-(trifluoromethyl)pyridin-2-yl)-methyl)methanamine N1=C(N=CC=C1)CNCC1=NC=C(C=C1)C(F)(F)F